C1(CC1)C=1C(=CC=2N(N1)C(=CN2)C2=NC(=NC=C2)N[C@H]2CNCC[C@@H]2F)OCC(F)F (6-cyclopropyl-7-(2,2-difluoroethoxy)imidazo[1,2-b]pyridazin-3-yl)-N-((3S,4S)-4-fluoropiperidin-3-yl)pyrimidin-2-amine